COC1=NC=C(C(=C1)B(O)O)C 2-METHOXY-5-METHYLPYRIDINE-4-BORONIC ACID